FC=1C=C2C=3C(=CN(C2=CC1N1CCNCC1)CC)C1=CC(=CC=C1N3)F 2,8-difluoro-3-piperazin-1-yl-5-ethyl-5H-indolo[3,2-c]quinoline